C(C)C1=C(C=NC(=C1)C(F)(F)F)S(=O)(=O)N1CC2(CN(C2)C2CCC(CC2)(O)C)C1 (1s,4s)-4-(6-((4-ethyl-6-(trifluoromethyl)pyridin-3-yl)sulfonyl)-2,6-diazaspiro[3.3]heptan-2-yl)-1-methylcyclohexan-1-ol